N-(2-((5-(1-(3,5-dichloropyridin-4-yl)ethoxy)1H-indazol-3-yl)amino)-3-ethylphenyl)propanamide ClC=1C=NC=C(C1C(C)OC=1C=C2C(=NNC2=CC1)NC1=C(C=CC=C1CC)NC(CC)=O)Cl